C(CCCCCCCCCCCCCCCC#C)SCCCOC1OCCCC1 2-(3-(octadec-17-yn-1-ylthio)propoxy)tetrahydro-2H-pyran